C(CCCCCCCCCCCCCCCCC)(=O)[O-].[Al+] aluminum mono-stearate